4-((4-Methoxybenzyl)oxy)-N-methyl-7-tosyl-7H-pyrrolo[2,3-d]pyrimidin-2-amine COC1=CC=C(COC=2C3=C(N=C(N2)NC)N(C=C3)S(=O)(=O)C3=CC=C(C)C=C3)C=C1